NC1=C(C#N)C=C(C=C1C)C(=O)C1=CC=C2C(=CC=CN12)Br 2-Amino-5-(8-bromoindolizine-3-carbonyl)-3-methylbenzonitrile